C1(CC1)C=1NC(=NN1)C1CC2(CN(C2)C(=O)N2CC3(C2)CC(C3)CC3=CC(=CC=C3)S(=O)(=N)C)C1 [6-(5-cyclopropyl-4H-1,2,4-triazol-3-yl)-2-azaspiro[3.3]heptan-2-yl]-[6-[[3-(methylsulfonimidoyl)phenyl]methyl]-2-azaspiro[3.3]heptan-2-yl]methanone